ClC1=CC=C(C=C1)C=1N=C2N(C=CC=C2)C1C=1N(C=CC1)CC1=CC(=C(C=C1)Cl)Cl 2-(4-Chlorophenyl)-3-(1-(3,4-dichlorobenzyl)-1H-pyrrol-2-yl)imidazo[1,2-a]pyridin